dimethyl-thiocarbamic acid S-(7-dimethylcarbamoylmercapto-naphthalen-2-yl) ester CN(C(=O)SC1=CC=C2C=CC(=CC2=C1)SC(N(C)C)=O)C